2-ISOCYANO-N,N-DIMETHYLETHANAMINE CN(C)CC[N+]#[C-]